N-(6-methoxy-1-methylindazol-7-yl)-1-[4-(1-methoxypropyl)pyridin-2-yl]pyrazole-4-sulfonamide COC1=CC=C2C=NN(C2=C1NS(=O)(=O)C=1C=NN(C1)C1=NC=CC(=C1)C(CC)OC)C